1-(2-methyl-1-(4'-(trifluoromethoxy)-[1,1'-biphenyl]-4-yl)propyl)-1H-imidazole-5-carboxylic acid CC(C(C1=CC=C(C=C1)C1=CC=C(C=C1)OC(F)(F)F)N1C=NC=C1C(=O)O)C